N-(4-cyano-2-fluorophenyl)-4-(pyridin-4-ylmethyl)-1H-pyrrole-3-sulfonamide C(#N)C1=CC(=C(C=C1)NS(=O)(=O)C1=CNC=C1CC1=CC=NC=C1)F